(E)-N-(2-cyclobutylethyl)-3-((4-(2-(pyridin-2-yl)vinyl)phenyl)amino)benzamide C1(CCC1)CCNC(C1=CC(=CC=C1)NC1=CC=C(C=C1)\C=C\C1=NC=CC=C1)=O